[K+].C(C(=O)C)(=O)[O-] pyruvate monopotassium salt